C12C3(C(CC(C1(C)C)C2)O3)C Alpha-pinene-oxide